BrCC1=C(C(=CC=2OCCOC21)F)F 5-(bromomethyl)-6,7-difluoro-2,3-dihydrobenzo[b][1,4]dioxine